O7-[2,2-bis(hydroxymethyl)-3-[7-[(Z)-non-3-enoxy]-7-oxo-heptanoyl] oxy-propyl] O1-[(Z)-non-3-enyl] heptanedioate C(CCCCCC(=O)OCC(COC(CCCCCC(=O)OCC\C=C/CCCCC)=O)(CO)CO)(=O)OCC\C=C/CCCCC